2-(2-cyanothiophen-3-yl)acetic acid C(#N)C=1SC=CC1CC(=O)O